C(C)(C)(C)OC(=O)N1CC(C1)NC1=C(C(=C(C=C1)C)NC(C(C)N1C=C(C2=CC(=CC=C12)S(=O)(=O)N1CCCCC1)C)=O)C tert-butyl-3-[2,4-dimethyl-3-[2-[3-methyl-5-(1-piperidylsulfonyl)indol-1-yl]propanoylamino]anilino]azetidine-1-carboxylate